4-chloro-2-(3,5-difluoropyridin-2-yl)-6-fluoroaniline ClC1=CC(=C(N)C(=C1)F)C1=NC=C(C=C1F)F